C(CC1=CC=CC=C1)NC(C(=O)NCCC1=CC=CC=C1)=O bisphenethyl-oxalyl-diamine